(3-fluorophenyl)-N-(2-(4-methylpiperazin-1-yl)ethyl)-5-(2-nitrophenyl)oxazole-4-carboxamide FC=1C=C(C=CC1)C=1OC(=C(N1)C(=O)NCCN1CCN(CC1)C)C1=C(C=CC=C1)[N+](=O)[O-]